FC(C(=O)O)(F)F.C[C@@H]1CN(CCN1)CC(=O)N1CCC2=CC=C(C=C12)NC1=CC=CC=C1 2-((R)-3-Methyl-piperazin-1-yl)-1-(6-phenylamino-2,3-dihydro-indol-1-yl)-ethanone Trifluoroacetate salt